C(CC)(=O)N1CCC2=CC(=CC=C12)N1CC(C1)C(=O)NCC=1C=NC=CC1 1-(1-propionyl-indolin-5-yl)-N-(pyridin-3-ylmethyl)azetidine-3-carboxamide